C(N)(=S)[C@H]1N(C[C@@H](C1)F)C(=O)OC(C)(C)C tert-butyl (2S,4R)-2-carbamothioyl-4-fluoropyrrolidine-1-carboxylate